3-(5-METHOXY-1-OXOISOINDOLIN-2-YL)PIPERIDIN-2,6-DION COC=1C=C2CN(C(C2=CC1)=O)C1C(NC(CC1)=O)=O